Di(morpholin-4-yl)disulfid N1(CCOCC1)SSN1CCOCC1